1-(2-(piperidin-4-yl)ethyl)urea N1CCC(CC1)CCNC(=O)N